3,16,29-trioxo-1-phenyl-2,20,23,26,33,36,39-heptaoxa-17,30-diazadotetracontan-42-oic acid O=C(OCC1=CC=CC=C1)CCCCCCCCCCCCC(NCCOCCOCCOCCC(NCCOCCOCCOCCC(=O)O)=O)=O